1-benzyl-2-(thiophen-2-yl)-1H-benzo[d]imidazole-6-carbonitrile C(C1=CC=CC=C1)N1C(=NC2=C1C=C(C=C2)C#N)C=2SC=CC2